FC(C1=CC=C(C=C1)C1=CN=C(N1)C1N(CCCC1)C(CC)=O)(F)F 1-(2-(5-(4-(trifluoromethyl)phenyl)-1H-imidazol-2-yl)piperidin-1-yl)propan-1-one